COC1=CC(=CN(C1=O)C)C1=NC(=NC=C1CCC)NS(=O)(=O)CC N-[4-(5-methoxy-1-methyl-6-oxopyridin-3-yl)-5-propyl-pyrimidin-2-yl]ethanesulfonamide